ClC1=CC(=C2CN(C(C2=C1)=O)C1C(NC(CC1)=O)=O)C1=CC=CC=C1 3-(6-chloro-1-oxo-4-phenylisoindolin-2-yl)piperidine-2,6-dione